CC1=CC=CC(=N1)C1=NC=CC(=N1)NC1=NC(=NC=C1)NC1=CC=C(C=C1)N1CCOCC1 N4-(2-(6-methylpyridin-2-yl)pyrimidin-4-yl)-N2-(4-morpholinophenyl)pyrimidine-2,4-diamine